OCCOCCC1=C(C(=O)OCCO)C=CC(=C1)C(=O)[O-] 2-hydroxyethyl [2-(2-hydroxyethoxy)ethyl]terephthalate